1-((2R,3R)-3-((S)-4-(5-chloro-3-(2-chloro-4-fluorophenyl)pyrazolo[1,5-a]pyridine-2-carbonyl)-2-methylpiperazin-1-yl)-2-methylazetidin-1-yl)prop-2-en-1-one ClC1=CC=2N(C=C1)N=C(C2C2=C(C=C(C=C2)F)Cl)C(=O)N2C[C@@H](N(CC2)[C@H]2[C@H](N(C2)C(C=C)=O)C)C